Cl.FC(C1=NC2=CC=CC=C2C(=C1)N[C@@H]1CC(CCC1)N)(F)F (1S,4S)-N1-(2-(trifluoromethyl)quinolin-4-yl)cyclohexane-1,3-diamine hydrochloride